3-(1-methylcyclopentyl)isoxazol CC1(CCCC1)C1=NOC=C1